O=C(C/C(/C(=O)O)=C/C)N[C@@H](C)C1=CC=C(C=C1)C(F)(F)F (S,Z)-2-(2-oxo-2-((1-(4-(trifluoromethyl)phenyl)ethyl)amino)ethyl)but-2-enoic acid